2-methyl-1-(6-(4-(thiazol-2-yl)piperidin-1-yl)-2-(trifluoromethyl)pyrimidin-4-yl)azetidin-3-ol CC1N(CC1O)C1=NC(=NC(=C1)N1CCC(CC1)C=1SC=CN1)C(F)(F)F